BrC1=CC(=C2C=NN(C2=C1)CC1=C(C=CC=C1C)C)CC(C)O (6-bromo-1-(2,6-dimethylbenzyl)-1H-indazol-4-yl)propan-2-ol